[F-].[Nb+5].[F-].[F-].[F-].[F-] niobium(V) fluoride